C(#N)C=1C=C(C=CC1)S(=O)(=O)NC1=CC=C(C(=O)NC2=C(C=CC=C2)OC)C=C1 4-((3-cyanophenyl)sulfonamido)-N-(2-methoxyphenyl)benzamide